4'-fluoro-[1,1'-biphenyl]-2,4-diol FC1=CC=C(C=C1)C=1C(=CC(=CC1)O)O